C(C1=CC=CC=C1)(C1=CC=CC=C1)NCCN N'-benzhydryl-ethylene-diamine